5-[4-amino-5-(trifluoromethyl)pyrrolo[2,1-f][1,2,4]triazin-7-yl]-3-fluoro-N-[(3R,4S)-4-fluoro-1-(2-fluorobenzoyl)pyrrolidin-3-yl]-2-methylbenzamide NC1=NC=NN2C1=C(C=C2C=2C=C(C(=C(C(=O)N[C@@H]1CN(C[C@@H]1F)C(C1=C(C=CC=C1)F)=O)C2)C)F)C(F)(F)F